C(C)(C)(C)OC(=O)N1C(CC(C1)(F)F)C 4,4-difluoro-2-methylpyrrolidine-1-carboxylic acid (S)-tert-butyl ester